5-{3-[4-(Aminomethyl)anilino]-4-(trifluoromethyl)phenyl}-1,3,4-oxadiazol-2(3H)-one NCC1=CC=C(NC=2C=C(C=CC2C(F)(F)F)C2=NNC(O2)=O)C=C1